C(C1=CN=CC=C1)(=O)OC(CCCCC)CC Octan-6-yl nicotinate